CN1C(C(=C(C2=CC=CC=C12)N1CCC(CC1)(C=1OC2=C(N1)C=CC(=C2)OC(F)(F)F)C)C#N)=O 1-Methyl-4-{4-methyl-4-[6-(trifluoromethoxy)-1,3-benzoxazol-2-yl]piperidin-1-yl}-2-oxo-1,2-dihydro-quinoline-3-carbonitrile